(S)-2-(2-cyclohexylethyl)-5-phenyl-2,5,6,7-tetrahydro-3H-pyrrolo[2,1-c][1,2,4]triazol-3-one C1(CCCCC1)CCN1N=C2N(C1=O)[C@@H](CC2)C2=CC=CC=C2